BrC=1C(=[N+](C=C(C1)C#CCN1CCN(CC1)C(=O)OC(C)(C)C)[O-])[C@H](C)OC (S)-3-bromo-5-(3-(4-(tert-butyloxycarbonyl)piperazin-1-yl)prop-1-yn-1-yl)-2-(1-methoxyethyl)pyridine-1-oxide